C(#N)[C@@H]1C[C@@]2(CN1C([C@@H](CC(C)C)N(C([C@H](C)NC(C(F)(F)F)=O)=O)C)=O)C(NC1=C(O2)C=CC(=C1)F)=O (S)-N-((R)-1-((2R,5'S)-5'-cyano-6-fluoro-3-oxo-3,4-dihydrospiro[benzo[b][1,4]oxazine-2,3'-pyrrolidin]-1'-yl)-4-methyl-1-oxopentan-2-yl)-N-methyl-2-(2,2,2-trifluoroacetamido)propanamide